Tert-butyl (S)-2-(cyanomethyl)-4-((R)-2',4-dichloro-2,3,5',8'-tetrahydro-6'H-spiro[indene-1,7'-quinazolin]-4'-yl)piperazine-1-carboxylate C(#N)C[C@@H]1N(CCN(C1)C1=NC(=NC=2C[C@@]3(CCC12)CCC1=C(C=CC=C13)Cl)Cl)C(=O)OC(C)(C)C